C1(=CC=CC=C1)C(C(C)=O)=O 1-phenyl-1,2-propane-dione